tert-butyl 5-(5-((S)-1-(tert-butoxycarbonyl)pyrrolidin-2-yl)-2-((S)-tetrahydrofuran-3-carbonyl)-1,2,3,4-tetrahydroisoquinolin-7-yl)-3-methyl-1H-pyrrolo[2,3-b]pyridine-1-carboxylate C(C)(C)(C)OC(=O)N1[C@@H](CCC1)C1=C2CCN(CC2=CC(=C1)C=1C=C2C(=NC1)N(C=C2C)C(=O)OC(C)(C)C)C(=O)[C@@H]2COCC2